FC=1N(C(C2=CC=C(C=C2C1C(C)C)O)=O)C1=CC(=NC=C1C)OC Fluoro-6-hydroxy-4-isopropyl-2-(2-methoxy-5-methylpyridin-4-yl)isoquinolin-1(2H)-one